NC1=CC(=C(C=C1)CCC1=C(C=C(C=C1)N)C)C 4,4'-diamino-2,2'-dimethylbibenzyl